N-(4-amino-3,4-dioxo-1-phenylbutan-2-yl)-4-(3-((7,9-dioxo-6,10-dioxaspiro[4.5]decan-8-ylidene)-λ3-iodanyl)phenyl)-2-methyloxazole-5-carboxamide NC(C(C(CC1=CC=CC=C1)NC(=O)C1=C(N=C(O1)C)C1=CC(=CC=C1)I=C1C(OC2(CCCC2)OC1=O)=O)=O)=O